ClC1=C(C=C(C=C1N1C=2C=CC=CC2C2(C3=CC=CC=C3C(C=3C=CC=CC23)(C)C)C2=CC=CC=C12)C1=C(C=CC=C1)[N+]#[C-])N1C=2C=CC=CC2C2(C3=CC=CC=C3C(C=3C=CC=CC23)(C)C)C2=CC=CC=C12 10,10''-(4-chloro-2'-isocyano-[1,1'-biphenyl]-3,5-diyl)bis(10',10'-dimethyl-10H,10'H-spiro[acridine-9,9'-anthracene])